1-(2-oxopyrrolidin-1-yl)ethylene O=C1N(CCC1)C=C